C=CCCCCCC1C(CCC)C(=O)OC1=O dodecene-8,9-dicarboxylic anhydride